BrC=1C=C(C=CC1)C(C)N1C(N(CCC1)C=1SC(=C(N1)C)S(=O)(=O)N)=O 2-(3-(1-(3-bromophenyl)ethyl)-2-oxotetrahydropyrimidin-1(2H)-yl)-4-methylthiazole-5-sulfonamide